(1S,3S)-N-(7-chloro-6-(4-((3R,4R)-4-hydroxy-3-methyltetrahydrofuran-3-yl)piperazin-1-yl)isoquinolin-3-yl)-4,4-difluorospiro[2.2]pentane-1-carboxamide ClC1=C(C=C2C=C(N=CC2=C1)NC(=O)[C@H]1C[C@@]12C(C2)(F)F)N2CCN(CC2)[C@@]2(COC[C@@H]2O)C